(1r,4r)-4-((2-carbamoyl-5-(3,6,6-trimethyl-4-oxo-4,5,6,7-tetrahydro-1H-indazol-1-yl)phenyl)amino)cyclohexyl 3-(2,4-difluorophenyl)-3-hydroxy-4-(1H-1,2,4-triazol-1-yl)butanoate FC1=C(C=CC(=C1)F)C(CC(=O)OC1CCC(CC1)NC1=C(C=CC(=C1)N1N=C(C=2C(CC(CC12)(C)C)=O)C)C(N)=O)(CN1N=CN=C1)O